C1CCC2=C(C=CC=C12)N1N=C(C2=NC=C(C=C21)OC)C=2C=NN(C2)C2CN(CC2)CC (2,3-dihydro-1H-inden-4-yl)-3-(1-(1-ethylpyrrolidin-3-yl)-1H-pyrazol-4-yl)-6-methoxy-1H-pyrazolo[4,3-b]pyridine